OC=1NC2=CC=C(C=C2C1C(=NC1=CC=C(C=C1)CN1CCCCC1)C1=CC=CC=C1)NS(=O)(=O)CC N-[2-hydroxy-3-[C-phenyl-N-[4-(piperidin-1-ylmethyl)phenyl]carbonimidoyl]-1H-indol-5-yl]ethanesulfonamide